C(C)C(COC(CC)=O)C 2-Ethylpropylpropanoat